C(#N)N=C(N)N Dicyanodiamide